ClC1=C(C=C(C=C1)C(C)O)OC 1-(4-chloro-3-methoxyphenyl)ethan-1-ol